FC1=CC2=C(CN(CCC2)C2=C(C(=C(C(=C2)C)NC(CC(C)(C)C)=O)C)C)C=C1 N-(4-(7-fluoro-1,3,4,5-tetrahydro-2H-benzo[c]azepin-2-yl)-2,3,6-trimethylphenyl)-3,3-dimethylbutanamide